FC=1C(=C(C=C(C=O)C1)C=O)O 5-FLUORO-4-HYDROXYISOPHTHALALDEHYDE